N1(CCC1)C1=CC=C2C3(CC=4C(=NOC4C2=C1)NS(=O)(=O)C1=C(C=C(C=C1OC)C(=O)N1CCN([C@@H]2C[C@@H]2C1)C)OC)CC3 |o1:35,37| rel-N-(8'-(azetidin-1-yl)-4'H-spiro[cyclopropane-1,5'-naphtho[2,1-d]isoxazol]-3'-yl)-2,6-dimethoxy-4-((1R,7R)-2-methyl-2,5-diazabicyclo[5.1.0]octane-5-carbonyl)benzenesulfonamide